N1(CCNCC1)C1=NC=C(C=N1)C(F)(F)F 2-(piperazin-1-yl)-5-trifluoromethylpyrimidine